1-{4-[4-(2-cyclohexylacetamido)-1H-1,2,3-triazol-1-yl]butyl}-N-[(6-methylpyridin-3-yl)methyl]-1H-1,2,3-triazole-4-carboxamide C1(CCCCC1)CC(=O)NC=1N=NN(C1)CCCCN1N=NC(=C1)C(=O)NCC=1C=NC(=CC1)C